C(C)OC=CC propenyl ethyl ether